tin chloride antimony chloride [Sb](Cl)(Cl)Cl.[Sn](Cl)(Cl)(Cl)Cl